OC(C)(C)C=1SC(=CN1)S(=O)(N)=NC(NC1=C2C(CCC2=CC=2CCCC12)C)=O 2-(2-Hydroxypropan-2-yl)-N'-((3-methyl-1,2,3,5,6,7-hexahydro-s-indacen-4-yl)carbamoyl)thiazole-5-sulfonimidamide